C(C)(C)N1C(=NN=C1)C1=CC=CC(=N1)N1C(N(CC1)C1=CC(=C(C=C1)S(=O)(=O)C)OC)=O 1-(6-(4-isopropyl-4H-1,2,4-triazol-3-yl)pyridin-2-yl)-3-(3-methoxy-4-(methylsulfonyl)phenyl)imidazolidin-2-one